2-hydroxy-3-nitro-2-(tetrahydro-2H-pyran-4-yl)propanoate OC(C(=O)[O-])(C[N+](=O)[O-])C1CCOCC1